1-(5-Phenylpyrazolo[1,5-a]pyrimidin-7-yl)pyrrolidin-3-one C1(=CC=CC=C1)C1=NC=2N(C(=C1)N1CC(CC1)=O)N=CC2